(R)-1-(4-chlorophenyl)ethan-1-ol ClC1=CC=C(C=C1)[C@@H](C)O